methyl (S)-2-amino-3-(1-ethylcyclopropyl)propanoate N[C@H](C(=O)OC)CC1(CC1)CC